ClC1=CC(=C(C(=C1)C(=O)NC)NC(=O)C1=CC(=NN1C1=C(C=CC(=C1)NC(C(C)C)=O)Cl)C(F)(F)F)C N-[4-chloro-2-methyl-6-[(methylamino)carbonyl]phenyl]-1-[2-chloro-5-[(2-methyl-1-oxopropyl)amino]phenyl]-3-(trifluoromethyl)-1H-pyrazole-5-carboxamide